COC=1C=C(N=NC1C=1C=NNC1)N 5-methoxy-6-(1H-pyrazol-4-yl)pyridazin-3-amine